C(CC(O)(C(=O)OC(CC)CC(CC)C)CC(=O)OC(CC)CC(CC)C)(=O)OC(CC)CC(CC)C Tri(5-methyl-3-heptyl) citrate